(2S,3S)-2-acetamido-N-((S)-1-(((S)-1-(((S)-1-amino-1-oxopropan-2-yl)amino)-1-oxo-3-phenylpropan-2-yl)amino)-3-methyl-1-oxobutan-2-yl)-3-methylpentanamide C(C)(=O)N[C@H](C(=O)N[C@H](C(=O)N[C@H](C(=O)N[C@H](C(=O)N)C)CC1=CC=CC=C1)C(C)C)[C@H](CC)C